6-bromo-3-((2-isopropoxy-6-methoxypyridin-4-yl)methyl)-2-methoxyquinoline BrC=1C=C2C=C(C(=NC2=CC1)OC)CC1=CC(=NC(=C1)OC)OC(C)C